COC([C@@H](NC(C(=C)C)=O)CC1=CNC2=CC=CC=C12)=O N-methacryloyl-(L)-tryptophan methyl ester